C1(CC1)C(=O)NCC1=CC=C(C=C1)NC(=O)NCC1=CC=C(C=C1)F N-{4-[(cyclopropylcarbonylamino)methyl]phenyl}{[(4-fluorophenyl)methyl]amino}carboxamide